3-[2-(1-chlorocyclopropyl)-3-(3-chloro-2-fluoro-phenyl)-2-hydroxy-propyl]imidazole-4-carbonitrile ClC1(CC1)C(CN1C=NC=C1C#N)(CC1=C(C(=CC=C1)Cl)F)O